N-(3-(3-(3-(but-3-yn-1-yl)-3H-diazirin-3-yl)propanamido)propyl)-7-oxo-7H-benzo[e]perimidine-4-carboxamide C(CC#C)C1(N=N1)CCC(=O)NCCCNC(=O)C1=CC=C2C(C3=C(C=4N=CN=C1C42)C=CC=C3)=O